[Si](C1=CC=CC=C1)(C1=CC=CC=C1)(C(C)(C)C)COC(=O)C1(CCC1)C ((TERT-BUTYLDIPHENYLSILYL)METHYL)-1-METHYLCYCLOBUTANECARBOXYLATE